acrylic acid perfluoromethyl ester FC(F)(F)OC(C=C)=O